[Sn].C(C)C(C)CCCC 2-ethylhexane tin